NC1=CC=C(C=C1)N1CCC(CC1)N1CC2(CC1)CCN(CC2)C=2C=C1C(N(C(C1=CC2)=O)C2C(NC(CC2)=O)=O)=O 5-[2-[1-(4-aminophenyl)-4-piperidyl]-2,8-diazaspiro[4.5]decan-8-yl]-2-(2,6-dioxo-3-piperidyl)isoindoline-1,3-dione